2-(6,8-difluoro-3-hydroxyquinolin-2-yl)-1H-isoindole FC=1C=C2C=C(C(=NC2=C(C1)F)N1CC2=CC=CC=C2C1)O